C(C=C)S(=O)(=O)NC1CC=C(CC1)C1=C2C(=NC=C1)NC=C2 4-(4-(allylsulfonamido)cyclohex-1-en-1-yl)-1H-pyrrolo[2,3-b]pyridin